ClC1=C(C=CC(=C1F)OC)C1=CN=C2N1C=CN=C2NC2=CC(=C(C=C2)C(=O)N2CCNCC2)C [4-[[3-(2-chloro-3-fluoro-4-methoxyphenyl)imidazo[1,2-a]pyrazin-8-yl]amino]-2-methyl-phenyl]-piperazin-1-yl-methanone